C1OCC12CC(C2)NCC=2C=CC(=NC2OC)C=2C(=C(C=CC2)C2=C(C(=NC=C2)C=2C=NC(=C(C2)OC)CNC2CC1(COC1)C2)Cl)Cl N-((4-(3-(5-(((2-oxaspiro[3.3]heptan-6-yl)amino)methyl)-6-methoxypyridin-2-yl)-2-chlorophenyl)-3-chloro-5'-methoxy-[2,3'-bipyridin]-6'-yl)methyl)-2-oxaspiro[3.3]heptan-6-amine